6-(8-(benzo[d]thiazol-2-ylcarbamoyl)-3,4-dihydroisoquinolin-2(1H)-yl)picolinic acid, trifluoroacetic acid salt FC(C(=O)O)(F)F.S1C(=NC2=C1C=CC=C2)NC(=O)C=2C=CC=C1CCN(CC21)C2=CC=CC(=N2)C(=O)O